FC1CNCCN(C1)C1=CC=C2C(=NN=C(C2=C1)N[C@H](C)C1=C(C(=CC=C1)C(F)(F)F)C)C 7-(6-fluoro-1,4-diazepan-1-yl)-4-methyl-N-((R)-1-(2-methyl-3-(trifluoromethyl)phenyl)ethyl)phthalazin-1-amine